NC1=CC=C(C=C(C(=O)O)C(=O)O)C=C1 4-aminobenzylidenemalonic acid